3,7-dimethyl-2,3-dihydro-4H-benzo[4,5]imidazo[2,1-b][1,3]thiazin-4-one CC1C(N2C(SC1)=NC1=C2C=C(C=C1)C)=O